bis(salicylidene)-1,3-propanediamine C1=CC=C(C(=C1)C=C(CC(=CC2=CC=CC=C2O)N)N)O